FC=1C(=C(C=CC1)N1CCNCC1)OC 1-(3-Fluoro-2-methoxyphenyl)piperazine